C(C)(C)(C)OC(=O)N1C[C@](CC1)(CO)N (3R)-3-amino-3-(hydroxymethyl)pyrrolidine-1-carboxylic acid tert-butyl ester